tert-butyl (7-((3aS,4R,6R,6aR)-6-(aminomethyl)-2,2-dimethyltetrahydro-4H-cyclopenta[d][1,3]dioxol-4-yl)-7H-pyrrolo[2,3-d]pyrimidin-4-yl)(methyl)carbamate NC[C@H]1C[C@H]([C@H]2[C@@H]1OC(O2)(C)C)N2C=CC1=C2N=CN=C1N(C(OC(C)(C)C)=O)C